OC1=C(C=O)C=C(C(=C1)O)C(C)C 2,4-dihydroxy-5-isopropylbenzaldehyde